3-Bromo-N-(3-bromo-5-fluorophenyl)propionamide BrCCC(=O)NC1=CC(=CC(=C1)F)Br